C(C)N1C(=NN(C1=O)C1=CC(=C(C(=O)NC=2C(=NC=CC2C)OC)C=C1F)O[C@H](C(F)(F)F)C)CO 4-[4-Ethyl-3-(hydroxymethyl)-5-oxo-4,5-dihydro-1H-1,2,4-triazol-1-yl]-5-fluoro-N-(2-methoxy-4-methylpyridin-3-yl)-2-{[(2S)-1,1,1-trifluoropropan-2-yl]oxy}benzamide